C1(CC1)NC(C(CC[C@H]1C(NCCC1)=O)=O)=O N-cyclopropyl-2-oxo-4-[(3S)-2-oxopiperidin-3-yl]butanamide